N12NCCC(CC1)CC2 Diazabicyclo[3.2.2]nonan